2-(n-butylamino)-4,6-dimercapto-s-triazine C(CCC)NC1=NC(=NC(=N1)S)S